tert-butyl (R)-4-(1-((6-fluoro-2-methyl-[1,2,4]triazolo[1,5-a]pyridin-7-yl)carbamoyl)-2,3-dihydro-1H-pyrrolo[2,3-b]pyridin-4-yl)-2-methylpiperazine-1-carboxylate FC=1C(=CC=2N(C1)N=C(N2)C)NC(=O)N2CCC=1C2=NC=CC1N1C[C@H](N(CC1)C(=O)OC(C)(C)C)C